Methyl (1S,4S)-4-[[(tert-butyldiphenylsilyl)oxy]methyl]cyclohexane-1-carboxylate [Si](C1=CC=CC=C1)(C1=CC=CC=C1)(C(C)(C)C)OCC1CCC(CC1)C(=O)OC